dimethyl 4,4'-[(6,6'-bis(naphthalen-2-yl)[1,1'-binaphthalene]-2,2'-diyl)bis(oxymethylene)]dibenzoate C1=C(C=CC2=CC=CC=C12)C=1C=C2C=CC(=C(C2=CC1)C1=C(C=CC2=CC(=CC=C12)C1=CC2=CC=CC=C2C=C1)OCC1=CC=C(C(=O)OC)C=C1)OCC1=CC=C(C(=O)OC)C=C1